2-(2-ethoxybenzylamino)-4-(phenylamino)pyrimidine-5-carboxamide C(C)OC1=C(CNC2=NC=C(C(=N2)NC2=CC=CC=C2)C(=O)N)C=CC=C1